FC(C(C(C(C(=C(F)F)F)(F)F)(F)F)(F)F)(F)F Dodecafluoro-1-hexene